(R)-8-(1-((2-bromo-4-fluorophenyl)amino)ethyl)-3,6-dimethyl-2-morpholinoquinazolin-4(3H)-one BrC1=C(C=CC(=C1)F)N[C@H](C)C=1C=C(C=C2C(N(C(=NC12)N1CCOCC1)C)=O)C